2,4-dimethoxybenzenemethylamine COC1=C(C=CC(=C1)OC)CN